NC1=NC=2C=CC(=CC2C=2N1C=NN2)C(=O)N(CC2=NC=C(C=C2)C(F)(F)F)[C@H](C)C=2SC=CN2 (R)-5-amino-N-(1-(thiazol-2-yl)ethyl)-N-((5-(trifluoromethyl)pyridin-2-yl)methyl)-[1,2,4]triazolo[4,3-c]quinazoline-9-carboxamide